C(C)(=O)[O-].C(CCCCCCC)[N+]1(CCCCC1)CCCC 1-Octyl-1-butylpiperidinium acetat